C(C)P([O-])([O-])=O.C(C)P(O)(=O)CC.[Zn+2] zinc diethylphosphinate ethylphosphonate